O1C(CCC1)CN1N=CC(=C1)N 1-[(tetrahydrofuran-2-yl)methyl]-1H-pyrazol-4-amine